C(C(CCCCCCCCC(CC(=O)[O-])C(=O)[O-])C(=O)[O-])C(=O)[O-] 1,2,11,12-dodec-anetetracarboxylate